(S)-1'-(6-((2-amino-3-chloropyridin-4-yl)thio)pyrido[2,3-b]pyrazin-2-yl)-4-methyl-1,3-dihydrospiro[inden-2,4'-piperidin]-1-amine NC1=NC=CC(=C1Cl)SC=1C=CC=2C(=NC=C(N2)N2CCC3(CC2)[C@@H](C2=CC=CC(=C2C3)C)N)N1